ClC1=CC=C2C(=NC(=NC2=C1)C)O 7-chloro-2-methyl-quinazolin-4-ol